CC=1C=CC(=C(C1)C=1C(=C(C(=CC1O)CCCCC)S(=O)(=O)N1CCCCC1)O)C(=C)C 5'-methyl-4-pentyl-3-(piperidin-1-ylsulfonyl)-2'-(prop-1-en-2-yl)-[1,1'-biphenyl]-2,6-diol